(3R,7S)-2-(3,4-dichlorobenzoyl)-9-(1-(6-(difluoromethoxy)pyridin-3-yl)ethyl)-3-methyl-10-oxo-1,2,3,4,7,8,9,10-octahydropyrido[4',3':3,4]pyrazolo[1,5-a]pyrazine-7-carboxylic acid ClC=1C=C(C(=O)N2CC=3C(=NN4C3C(N(C[C@H]4C(=O)O)C(C)C=4C=NC(=CC4)OC(F)F)=O)C[C@H]2C)C=CC1Cl